N[C@H]1CN(CC1)C(=O)C1=CC=2N(C=C1)C(=C(N2)C=2N(C1=CC=CC=C1C2)CC2CC2)C (R)-(3-Aminopyrrolidin-1-yl)(2-(1-(cyclopropylmethyl)-1H-indol-2-yl)-3-methylimidazo[1,2-a]pyridin-7-yl)methanon